2-[4-methyl-3-[5-(1-methylpyrazolo[3,4-c]pyridin-4-yl)pyrazin-2-yl]-2-oxo-benzimidazol-1-yl]-N-(2,2,2-trifluoroethyl)acetamide CC1=CC=CC=2N(C(N(C21)C2=NC=C(N=C2)C2=C1C(=CN=C2)N(N=C1)C)=O)CC(=O)NCC(F)(F)F